CSC1=NSC(=N1)NC(N)=O 3-(3-(methylthio)-1,2,4-thiadiazol-5-yl)urea